phosphabicyclooctane P1(CCCCCCC1)C1CCCCCCC1